N-(2-((2-(dimethylamino)ethyl)(methyl)amino)-5-((4-((2-(ethylsulfonamido)phenyl)amino)pyrimidin-2-yl)amino)-4-methoxyphenyl)acrylamide CN(CCN(C1=C(C=C(C(=C1)OC)NC1=NC=CC(=N1)NC1=C(C=CC=C1)NS(=O)(=O)CC)NC(C=C)=O)C)C